FC1=C(C=CC=C1)[C@H]1C=2N(CCC1)N=C(C2)C(=O)N[C@H]2COC1=C(N(C2=O)C)C=CC=C1 (4S)-4-(2-fluorophenyl)-N-[(S)-5-methyl-4-oxo-2,3-dihydro-1,5-benzoxazepin-3-yl]-4,5,6,7-tetrahydropyrazolo[1,5-a]pyridine-2-carboxamide